(1S,3S,4S)-N-((S)-1-cyano-2-((R)-2-oxopyrrolidin-3-yl)ethyl)-2-((R)-3-cyclopropyl-2-((5-methylpyridin-3-yl)amino)propanoyl)-5,5-difluoro-2-azabicyclo[2.2.2]octane-3-carboxamide C(#N)[C@H](C[C@@H]1C(NCC1)=O)NC(=O)[C@H]1N([C@@H]2CC([C@H]1CC2)(F)F)C([C@@H](CC2CC2)NC=2C=NC=C(C2)C)=O